C(=O)C1C[C@H](NC1)C(=O)O 4-methanoyl-proline